1-nitropropan-2-ol [N+](=O)([O-])CC(C)O